FC=1C(=CC(=C(C1)N1C(C=CC2=CC(=CC=C12)S(=O)(=O)NC=1N=NC=CC1)=O)OC)[C@@H]1C[C@H](C1)C(F)(F)F trans-(P)-1-(5-fluoro-2-methoxy-4-(3-(trifluoromethyl)cyclobutyl)phenyl)-2-oxo-N-(pyridazin-3-yl)-1,2-dihydroquinoline-6-sulfonamide